4-methyl-7-(4,4,5,5-tetramethyl-1,3,2-dioxaborolan-2-yl)-1H-indole CC1=C2C=CNC2=C(C=C1)B1OC(C(O1)(C)C)(C)C